C(C=C)(=O)OCC(C(C(=O)N1[C@@H](CCCC1)C(=O)O[C@H](CCC1=CC(=C(C=C1)OC)OC)C=1C=C(C=CC1)NC([C@H]([C@@H](C(=O)O)O)O)=O)=O)(C)C (2S,3S)-4-((3-((R)-1-(((S)-1-(4-(acryloyloxy)-3,3-dimethyl-2-oxobutanoyl)piperidine-2-carbonyl)oxy)-3-(3,4-dimethoxyphenyl)propyl)phenyl)amino)-2,3-dihydroxy-4-oxobutanoic acid